FC1=C(C=CC2=C1C=CO2)C[C@H](C)NC (S)-1-(4-fluorobenzofuran-5-yl)-N-methylpropan-2-amine